2-(8-(3-(4-fluorophenyl)-1-methyl-1H-pyrazol-4-yl)imidazo[1,2-b]pyridazin-2-yl)propan-2-ol FC1=CC=C(C=C1)C1=NN(C=C1C=1C=2N(N=CC1)C=C(N2)C(C)(C)O)C